FC(C1=NC(=NO1)C1=CC=C(S1)CN1N=C(N=C1)C(=O)OCC)(F)F ethyl 1-[[5-[5-(trifluoromethyl)-1,2,4-oxadiazol-3-yl]-2-thienyl]methyl]-1,2,4-triazole-3-carboxylate